iron-Manganese [Mn].[Fe]